β-D-glucosamine pentaacetate C(C)(=O)O.C(C)(=O)O.C(C)(=O)O.C(C)(=O)O.C(C)(=O)O.O[C@H]1[C@H](N)[C@@H](O)[C@H](O)[C@H](O1)CO